2-(4-((S)-((8-chloro-3-cyano-4-(((R)-1-phenylpropyl)amino)quinolin-6-yl)amino)(pyridin-3-yl)methyl)-1H-1,2,3-triazol-1-yl)-N,N-diethyl-N-methylethan-1-aminium ClC=1C=C(C=C2C(=C(C=NC12)C#N)N[C@H](CC)C1=CC=CC=C1)N[C@H](C=1N=NN(C1)CC[N+](C)(CC)CC)C=1C=NC=CC1